ClC1=C(C(=CC=C1)F)[C@@H]1CN(C2=C(O1)C=C(C(=C2)N2N=C(N(C2=O)CC)CO)F)C(C)C |o1:8| (R*)-1-(2-(2-Chloro-6-fluorophenyl)-7-fluoro-4-isopropyl-3,4-dihydro-2H-benzo[b][1,4]oxazin-6-yl)-4-ethyl-3-(hydroxymethyl)-1H-1,2,4-triazol-5(4H)-one